P(=O)(OCC(F)(F)F)([O-])F.[Ca+2].FC(COP(=O)([O-])F)(F)F calcium 2,2,2-trifluoroethyl fluorophosphate